tert-butyl 4-(2-(4-(5-methyl-2-(methylsulfonyl)-6-(trifluoromethyl)pyrimidin-4-yl)-1H-pyrazol-1-yl)acetyl)piperazine-1-carboxylate CC=1C(=NC(=NC1C(F)(F)F)S(=O)(=O)C)C=1C=NN(C1)CC(=O)N1CCN(CC1)C(=O)OC(C)(C)C